1-(4-cyclopropylpiperazin-1-yl)-2-(4-phenyl-3,4-dihydroquinoxaline-1(2H)-yl)ethan-1-one C1(CC1)N1CCN(CC1)C(CN1CCN(C2=CC=CC=C12)C1=CC=CC=C1)=O